N[C@H](C(=O)O)CC1=CC(=C(C(=C1)Cl)OC)Cl (S)-2-amino-3-(3,5-dichloro-4-methoxyphenyl)propanoic acid